9,9-bis[6-(2-hydroxyethoxy)-2-naphthyl]-2,7-dibromofluorene OCCOC=1C=C2C=CC(=CC2=CC1)C1(C2=CC(=CC=C2C=2C=CC(=CC12)Br)Br)C1=CC2=CC=C(C=C2C=C1)OCCO